O1C(CCCC1)OC(CCCCCC(COC(C1=CN=CC=C1)=O)(C)C)CCCCCC(CC(C1=CN=CC=C1)=O)(C)C nicotinic acid 8-(tetrahydropyran-2-yloxy)-2,2,14,14-tetramethyl-15-nicotinoylpentadecyl ester